N-(1-cyclopropyl-2-oxo-1,2-dihydropyridin-3-yl)-2-((1r,4r)-4-(2-(4-(4-(2,6-dioxopiperidin-3-yl)phenyl)piperazin-1-yl)ethyl)cyclohexyl)-6-methoxy-2H-indazole-5-carboxamide C1(CC1)N1C(C(=CC=C1)NC(=O)C1=CC2=CN(N=C2C=C1OC)C1CCC(CC1)CCN1CCN(CC1)C1=CC=C(C=C1)C1C(NC(CC1)=O)=O)=O